NC1=CC(=NC=C1)C(=O)NCC1=C(C=CC(=C1)Cl)OC 4-amino-N-[(5-chloro-2-methoxy-phenyl)methyl]pyridine-2-carboxamide